[K].FC(C(OC(C(C(C(C(C(C(C(Cl)(F)F)(F)F)(F)F)(F)F)(F)F)(F)F)(F)F)(F)F)(F)F)(F)F Perfluoro-11-chloro-3-oxaundecane potassium